5-tert-butyl-1,3,4-oxadiazole-2-carboxylic acid C(C)(C)(C)C1=NN=C(O1)C(=O)O